t-butyl 2,2-dimethylpiperazine-1-carboxylate CC1(N(CCNC1)C(=O)OC(C)(C)C)C